(3S)-7-((2S,5R)-4-acryloyl-2,5-dimethylpiperazin-1-yl)-3-(methoxymethyl)-9-(trifluoromethyl)-10-(2,4,5-trifluorophenyl)-2H-[1,4]thiazino[2,3,4-ij]quinazolin-5(3H)-one C(C=C)(=O)N1C[C@@H](N(C[C@H]1C)C1=NC(N2C3=C(C(=C(C=C13)C(F)(F)F)C1=C(C=C(C(=C1)F)F)F)SC[C@@H]2COC)=O)C